O[C@@H](C(=O)NCCC(=O)NCCSC(CCC(=O)OC)=O)C(COP(=O)(O)O)(C)C Methyl (R)-4-((2-(3-(2-hydroxy-3,3-dimethyl-4-(phosphonooxy)butanamido) propanamido)ethyl)thio)-4-oxobutanoate